5'-chloro-2'-(4-methoxypiperidine-1-carbonyl)-7',8'-dihydro-6'H-spiro[cyclohexane-1,9'-furo[2,3-f]quinazoline]-7'-one ClC=1C=C2C(=C3C4(NC(NC13)=O)CCCCC4)OC(=C2)C(=O)N2CCC(CC2)OC